N-(3-(7-chloro-4-(methylamino)-2-oxoquinazolin-1(2H)-yl)phenyl)-2-phenylacetamide ClC1=CC=C2C(=NC(N(C2=C1)C=1C=C(C=CC1)NC(CC1=CC=CC=C1)=O)=O)NC